benzyl (2S,4R)-4-fluoro-4-(methoxymethyl)-1-((phenoxathiine-3-carbonyl)glycyl)pyrrolidine-2-carboxylate F[C@@]1(C[C@H](N(C1)C(CNC(=O)C=1C=CC=2SC3=CC=CC=C3OC2C1)=O)C(=O)OCC1=CC=CC=C1)COC